3-(4-chlorobenzyl)urea ClC1=CC=C(CNC(N)=O)C=C1